C1(CCCCCCC1)C1C2C=CC(C1)C2 5-cyclooctyl-bicyclo[2.2.1]Hept-2-ene